1-(1Z-octadecenyl)-2-eicosanoyl-glycero-3-phosphocholine CCCCCCCCCCCCCCCCCCCC(=O)O[C@H](CO/C=C\CCCCCCCCCCCCCCCC)COP(=O)([O-])OCC[N+](C)(C)C